3-cyclopropyl-1-(7-fluoro-3-(2-methylthiazol-5-yl)isoquinolin-8-yl)-N-methyl-5,6-dihydroimidazo[1,5-a]pyrazine-7(8H)-carboxamide C1(CC1)C1=NC(=C2N1CCN(C2)C(=O)NC)C=2C(=CC=C1C=C(N=CC21)C2=CN=C(S2)C)F